C[Bi](C)(C)(C)N (tetramethyl-λ5-bismuthanyl)amine